1-(5-iodoindolin-1-yl)propan-1-one IC=1C=C2CCN(C2=CC1)C(CC)=O